4-(3-(4-methylpiperazin-1-yl)-1H-pyrazol-1-yl)benzonitrile CN1CCN(CC1)C1=NN(C=C1)C1=CC=C(C#N)C=C1